(S)-1-(2-(3-acetyl-5-(naphthalen-2-yl)-1H-indazol-1-yl)acetyl)-N-(6-methylpyridin-2-yl)pyrrolidine-2-carboxamide C(C)(=O)C1=NN(C2=CC=C(C=C12)C1=CC2=CC=CC=C2C=C1)CC(=O)N1[C@@H](CCC1)C(=O)NC1=NC(=CC=C1)C